3,4,5-tris((2,2-dimethyl-4-oxo-3,8,11-trioxa-5-azatridecan-13-yl)oxy)benzoic acid CC(C)(OC(NCCOCCOCCOC=1C=C(C(=O)O)C=C(C1OCCOCCOCCNC(OC(C)(C)C)=O)OCCOCCOCCNC(OC(C)(C)C)=O)=O)C